OC(CCNC(=O)C1=CC2=C(N(C(=N2)NC=2SC3=C(N2)C=CC(=C3)C(F)(F)F)C)C=C1)C 1-Methyl-2-(6-trifluoromethyl-benzothiazol-2-ylamino)-1H-benzoimidazole-5-carboxylic acid (3-hydroxy-butyl)-amide